(2R,4S)-1-(tert-butoxycarbonyl)-4-methylpyrrolidine-2-carboxylic acid C(C)(C)(C)OC(=O)N1[C@H](C[C@@H](C1)C)C(=O)O